(7S,8R)-2-((5-((R)-2-azidobut-2-yl)-8-(cis-3-(ethylsulfonyl)cyclobutoxy)-2,7-naphthyridin-3-yl)amino)-7,8-dimethyl-7,8-dihydro-5H-pyrano[4,3-b]pyridin-5-one N(=[N+]=[N-])[C@](C)(CC)C1=C2C=C(N=CC2=C(N=C1)O[C@@H]1C[C@@H](C1)S(=O)(=O)CC)NC1=CC=C2C(=N1)[C@H]([C@@H](OC2=O)C)C